(E)-N-(2,6-difluorophenyl)-4-(3-(6-methoxynaphthalen-2-yl)but-2-en-1-yl)piperazine-1-carboxamide FC1=C(C(=CC=C1)F)NC(=O)N1CCN(CC1)C\C=C(/C)\C1=CC2=CC=C(C=C2C=C1)OC